4-((3'-fluoro-1'H-spiro[cyclohexane-1,4'-pyrimido[5',4':4,5]pyrrolo[2,1-c][1,2,4]triazin]-7'-yl)amino)benzenesulfonamide FC=1C2(N3C(NN1)=CC1=C3N=C(N=C1)NC1=CC=C(C=C1)S(=O)(=O)N)CCCCC2